O1CC(C1)N1[C@H](CNC(C1)=O)C1=CC=C(C=C1)NC(OCC1=CC=C(C=C1)Cl)=O 4-chlorobenzyl (S)-(4-(1-(oxetan-3-yl)-5-oxopiperazin-2-yl)phenyl)carbamate